3-trans-coumarate C(\C=C\C1=CC=C(C=C1)O)(=O)[O-]